(S)- and (R)-2-((2-(6-chloropyridin-3-yl)ethyl)amino)-1-(1H-indol-3-yl)-2-phenylethan-1-one ClC1=CC=C(C=N1)CCN[C@H](C(=O)C1=CNC2=CC=CC=C12)C1=CC=CC=C1 |r|